5-(3-((3s,4r)-4-(3,5-difluorophenyl)-1-(2-methoxyethyl)pyrrolidin-3-yl)ureido)-3-methyl-1-phenyl-1H-pyrazole-4-carboxamide FC=1C=C(C=C(C1)F)[C@H]1[C@@H](CN(C1)CCOC)NC(NC1=C(C(=NN1C1=CC=CC=C1)C)C(=O)N)=O